BrC1=C(C(=C(C=C1)C)Br)C 1,3-dibromo-2,4-dimethyl-benzene